4-((4-Formyl-2-methoxyphenoxy)methyl)-N-(2-methoxyethyl)benzenesulfonamide C(=O)C1=CC(=C(OCC2=CC=C(C=C2)S(=O)(=O)NCCOC)C=C1)OC